N1C(=NC2=C1C=CC=C2)C2=CC(=NN2C)NC(C2=CC(=C(C=C2)OCCO)Cl)=O N-[5-(1H-benzimidazol-2-yl)-1-methyl-pyrazol-3-yl]-3-chloro-4-(2-hydroxyethoxy)benzamide